Di-propylene glycol monomethyl ether COC(C)COC(C)CO